C(C1=CC=CC=C1)N1C(=CC2=C(C=CC=C12)N1CCN(CC1)C(=O)OC(C)(C)C)C(F)(F)F Tert-Butyl 4-[1-Benzyl-2-(Trifluoromethyl)-1H-Indol-4-Yl]Piperazine-1-Carboxylate